C(C)C=1C=C2C(=C(C(=NC2=C(C1)F)N1C[C@@H]([C@H](CC1)N[C@H]1COCC1)F)C1=NN(C=C1)C)C (3S,4S)-1-(6-ethyl-8-fluoro-4-methyl-3-(1-methyl-1H-pyrazol-3-yl)quinolin-2-yl)-3-fluoro-N-((R)-tetrahydrofuran-3-yl)piperidin-4-amine